Tert-butyltris(diethylamino)tin C(C)(C)(C)[Sn](N(CC)CC)(N(CC)CC)N(CC)CC